6-((1-(4,4-difluoro-3-phenylbutyryl)-4-hydroxypiperidin-4-yl)methyl)-3-(1-(methylamino)-2,3-dihydro-1H-inden-5-yl)isothiazolo[4,3-d]pyrimidin-7(6H)-one FC(C(CC(=O)N1CCC(CC1)(O)CN1C=NC=2C(C1=O)=NSC2C=2C=C1CCC(C1=CC2)NC)C2=CC=CC=C2)F